5-(6-fluoro-3,4-dihydrospiro[benzo[b][1,4]oxazine-2,1'-cyclopropane]-4-carbonyl)-2-methoxybenzonitrile FC1=CC2=C(OC3(CC3)CN2C(=O)C=2C=CC(=C(C#N)C2)OC)C=C1